BrCC1=C(C(=CC(=C1)C)CBr)O 2,6-bis(bromomethyl)-4-methyl-phenol